C(C1=CC=CC=C1)N1C[C@](CCC1)(N)C1=CC=C(C=C1)Br |r| (±)-benzyl-3-(4-bromophenyl)piperidin-3-amine